2,4-dichlorobenzo[4,5]furo[3,2-d]pyrimidine ClC=1N=C(C2=C(N1)C1=C(O2)C=CC=C1)Cl